C(C)(C)C1=C(C(=CC=C1)F)NNC(C(=O)[O-])C(CC(=O)[O-])=O 2-(2-(2-isopropyl-6-fluorophenyl) hydrazino)-3-oxoglutarate